methyl (S)-4-((2-hydroxy-1-phenylethyl)amino)-6-((5'-oxo-5'H-spiro[cyclopentane-1,7'-furo[3,4-b]pyridin]-2'-yl) amino)nicotinate OC[C@H](C1=CC=CC=C1)NC1=CC(=NC=C1C(=O)OC)NC1=CC=C2C(=N1)C1(OC2=O)CCCC1